CC1=CC=C2C(=N1)C1(CCN(CC1)C=1OC3(C(N1)=O)CC1=CC=CC=C1C3)OC2 2'-(2-methyl-1'H,5H-spiro[furo[3,4-b]pyridine-7,4'-piperidin]-1'-yl)-1,3-dihydro-4'H-spiro[indene-2,5'-[1,3]oxazol]-4'-one